CC=1C=C(C=CC1C)NC(CSC=1NC=C(N1)C(=O)OCC)=O ETHYL 2-((2-((3,4-DIMETHYLPHENYL)AMINO)-2-OXOETHYL)THIO)-1H-IMIDAZOLE-4-CARBOXYLATE